CN1C2=C(OC[C@@H](C1=O)NC(=O)C1=C3N(N=N1)CC1(C3)CCCC1)C=CC=C2 (S)-N-(5-methyl-4-oxo-2,3,4,5-tetrahydrobenzo[b][1,4]oxazepin-3-yl)-4'H,6'H-spiro[cyclopentane-1,5'-pyrrolo[1,2-c][1,2,3]triazole]-3'-carboxamide